FC1=C(CC2=C(C=C(OCC(=O)NC)C=C2)C(C)C)C=CC(=C1C(C)C)O 2-(4-(2-fluoro-4-hydroxy-3-isopropylbenzyl)-3-isopropylphenoxy)-N-methylacetamide